37-linoleoyloxy-heptatriacontanoic acid C(CCCCCCC\C=C/C\C=C/CCCCC)(=O)OCCCCCCCCCCCCCCCCCCCCCCCCCCCCCCCCCCCCC(=O)O